ClC1=NC(=C2C(=N1)N(N=C2)C2OCCCC2)NC2=NNC(=C2)C 6-chloro-N-(5-methyl-1H-pyrazol-3-yl)-1-tetrahydropyran-2-yl-pyrazolo[3,4-d]pyrimidin-4-amine